C[Si](O[Si](O[Si](C)(C)C=CC1=CC=CC=C1)(C)C)(O[Si](C)(C)C)C Nonamethyltetrasiloxanylstyrene